1-benzyl-4-(5-fluoro-6-(2-methoxyphenyl)pyridin-3-yl)piperidine-4-carboxylic acid C(C1=CC=CC=C1)N1CCC(CC1)(C(=O)O)C=1C=NC(=C(C1)F)C1=C(C=CC=C1)OC